1-(3-(5-amino-3-(3-chloro-4-((4-methoxypyridin-2-yl)oxy)phenyl)imidazo[1,5-c]pyrimidin-1-yl)piperidin-1-yl)prop-2-en-1-one NC1=NC=CC=2N1C(=NC2C2CN(CCC2)C(C=C)=O)C2=CC(=C(C=C2)OC2=NC=CC(=C2)OC)Cl